C(C)N(CC)CC1=C(N=C2N1C=CC=C2)C=2OC=CC2 N-ethyl-N-((2-(furan-2-yl)imidazo[1,2-a]pyridin-3-yl)methyl)ethanamine